1,2-dithiol-3-butyric acid S1SC(C=C1)CCCC(=O)O